C(C)OCCOCCOC1=CC=C(C=C1)N1C2=CC=CC=C2C=2C=C(C=CC12)N(C1=CC=C(C=C1)OCCOCCOCCOC)C=1C=CC=2N(C3=CC=CC=C3C2C1)C1=CC=C(C=C1)OCCOCCOCC 9-(4-(2-(2-ethoxyethoxy)ethoxy)phenyl)-N-(9-(4-(2-(2-ethoxyethoxy)ethoxy)phenyl)-9H-carbazol-3-yl)-N-(4-(2-(2-(2-methoxyethoxy)ethoxy)ethoxy)phenyl)-9H-carbazol-3-amine